tert-butyl (3-((6-bromobenzo[d]oxazol-2-yl)amino)propyl)carbamate BrC1=CC2=C(N=C(O2)NCCCNC(OC(C)(C)C)=O)C=C1